(1R,3S)-3-(3-(2-(2-((E)-(ethylimino)methyl)-3-hydroxy-5-methoxyphenoxy)acetamido)-1H-pyrazol-5-yl)cyclopentyl isopropylcarbamate C(C)(C)NC(O[C@H]1C[C@H](CC1)C1=CC(=NN1)NC(COC1=C(C(=CC(=C1)OC)O)/C=N/CC)=O)=O